C(CCCCCCCC)OCOCC/C=C/CC[Mg]I (3E)-6-(nonyloxymethoxy)-3-hexenyl-magnesium iodide